cyclopentadienyl-dicarbonyl-iron C1(C=CC=C1)[Fe](=C=O)=C=O